tert-butyl N-[[4-(6-cyanopyrrolo[2,1-f][1,2,4]triazin-4-yl)-2-methyl-phenyl]methyl]carbamate C(#N)C=1C=C2C(=NC=NN2C1)C1=CC(=C(C=C1)CNC(OC(C)(C)C)=O)C